ClC1=NC=CC(=C1)OC1=C(N=C(S1)NC([O-])=O)C1=CC=CC=C1 5-((2-chloropyridin-4-yl)oxy)-4-phenylthiazol-2-ylcarbamate